ClC1=C(OC=2C(=NC3=CC=CC=C3N2)C(=O)NC2=CC(=CC=C2)S(=O)(=O)N)C=CC(=C1)F 3-(2-chloro-4-fluorophenoxy)-N-(3-aminosulfonylphenyl)quinoxaline-2-carboxamide